2-(2H-tetrazole-5-yl)-5-bromopyridine N=1NN=NC1C1=NC=C(C=C1)Br